C(C)(=O)NC1=CC=C(C=C1)C(=O)O 4-acetamidophenyl-carboxylic acid